ClC1=CC=C(C(=N1)C(=O)NS(=O)(=O)C)N[C@H](C)C=1C=C(C=C2C(N(C(=NC12)N1[C@@H](CC(CC1)(F)F)C)C)=O)C |o1:28| 6-chloro-3-(((R)-1-(2-((R*)-4,4-difluoro-2-methylpiperidin-1-yl)-3,6-dimethyl-4-oxo-3,4-dihydroquinazolin-8-yl)ethyl)amino)-N-(methylsulfonyl)picolinamide